ClC=1C(=NC(=NC1)NC1=CC=NN1C)C1=CC=C2CN(C(C2=C1)=O)[C@@H](C(=O)N[C@H](CO)C1=CC(=CC(=C1)OC)F)C (2R)-2-(6-{5-Chloro-2-[(1-methyl-1H-pyrazol-5-yl)amino]pyrimidin-4-yl}-1-oxo-2,3-dihydro-1H-isoindol-2-yl)-N-[(1S)-1-(3-fluoro-5-methoxyphenyl)-2-hydroxyethyl]propanamid